N-{[2-(naphthalen-2-yl)phenyl]carbamoyl}-4-(2-hydroxyprop-2-yl)-furan-2-sulfonamide C1=C(C=CC2=CC=CC=C12)C1=C(C=CC=C1)NC(=O)NS(=O)(=O)C=1OC=C(C1)C(C)(C)O